[4-(2,5-dioxopyrrol-1-yl) cyclohexyl] 4-[5-[3-[2-(4-tert-butoxy-4-oxo-butanoyl)-4-fluoro-6-methoxy-isoindolin-5-yl] oxypropoxy]-4-fluoro-6-methoxy-benzothiophen-2-yl]-4-oxo-butanoate C(C)(C)(C)OC(CCC(=O)N1CC2=CC(=C(C(=C2C1)F)OCCCOC=1C(=CC2=C(C=C(S2)C(CCC(=O)OC2CCC(CC2)N2C(C=CC2=O)=O)=O)C1F)OC)OC)=O